C(CCC)OP(OCCCC)(=O)CC1=CC=C(C=C1)C=C dibutyl[(4-ethenylphenyl)methyl]phosphonate